5-(2-(1-aminopiperidin-4-yl)-2,7-diazaspiro[3.5]nonan-7-yl)-2-(2,6-dioxopiperidin-3-yl)-6-fluoroisoindoline-1,3-dione NN1CCC(CC1)N1CC2(C1)CCN(CC2)C=2C=C1C(N(C(C1=CC2F)=O)C2C(NC(CC2)=O)=O)=O